C(C)N1C(=NN(C1=O)C=1C=C2C=CN=C(C2=C(C1)OC(C(F)(F)F)C)OC1=C(C=C(C(=O)O)C=C1F)F)CO 4-((6-(4-Ethyl-3-(hydroxymethyl)-5-oxo-4,5-dihydro-1H-1,2,4-triazol-1-yl)-8-((1,1,1-trifluoropropan-2-yl)oxy)isoquinolin-1-yl)oxy)-3,5-difluorobenzoic acid